ClC1=C(C=CC(=C1)Cl)S(=O)(=O)NC=1C(=C(C(=CC1)F)C=1C=C2C=NC(=NC2=CC1)NC(C(C)(C)C)=O)F N-(6-(3-((2,4-dichlorophenyl)sulfonamido)-2,6-difluorophenyl)quinazolin-2-yl)pivaloamide